3,3,3-Trifluoropropyl (2-((S)-5-oxo-1-(2,3,5-trifluorobenzyl)pyrrolidin-2-yl)acetyl)valylvalinate O=C1CC[C@H](N1CC1=C(C(=CC(=C1)F)F)F)CC(=O)N[C@@H](C(C)C)C(=O)N[C@@H](C(C)C)C(=O)OCCC(F)(F)F